di(2,3-epoxy cyclopentyl) ether C1(C2C(CC1)O2)OC2C1C(CC2)O1